triaminopterin NC=1N=C2C(NC(=NC2=NC1)N(N)N)=O